C1(CC1)C1=CC=C(C=C1)C1CCN(CC1)C(CN1N=C(C2=C1CCC2)C(=O)N2C[C@H](O[C@H](C2)C)C)=O 1-[4-(4-cyclopropylphenyl)piperidin-1-yl]-2-{3-[(2R,6S)-2,6-dimethylmorpholine-4-carbonyl]-5,6-dihydrocyclopenta[c]pyrazol-1(4H)-yl}ethan-1-one